C[C@@H]1CCN2C(O1)=C(C(=N2)C=2C=NC(=CC2)N2CCOCC2)C(=O)N[C@@H]2C(NC1=C(C(=N2)C2=CC=CC=C2)C=CC=C1)=O (5R)-5-Methyl-2-(6-morpholino-3-pyridyl)-N-[(3S)-2-oxo-5-phenyl-1,3-dihydro-1,4-benzodiazepin-3-yl]-6,7-dihydro-5H-pyrazolo[5,1-b][1,3]oxazine-3-carboxamide